2'-Fluoro-4'-methoxy-5'-(((1R*,2S*,3R*,4S*)-3-(((S)-1-((trifluoromethyl)sulfonyl)piperidin-3-yl)carbamoyl)bicyclo[2.2.1]heptan-2-yl)carbamoyl)-[1,1'-biphenyl]-4-carboxylic Acid FC1=C(C=C(C(=C1)OC)C(N[C@H]1[C@@H]2CC[C@H]([C@H]1C(N[C@@H]1CN(CCC1)S(=O)(=O)C(F)(F)F)=O)C2)=O)C2=CC=C(C=C2)C(=O)O |o1:11,12,15,16|